N(=C=O)CCCCCCCCCN=C=O 1,9-diisocyanato-nonane